1-methylimidazolium hydrogen sulfate S(=O)(=O)(O)[O-].CN1C=[NH+]C=C1